(Z)-4-(2,4-Dichlorophenylsulfonyl)-3-fluorobut-2-en-1-amin ClC1=C(C=CC(=C1)Cl)S(=O)(=O)C/C(=C/CN)/F